9,10-bis(n-nonanoyloxy)anthracene C(CCCCCCCC)(=O)OC=1C2=CC=CC=C2C(=C2C=CC=CC12)OC(CCCCCCCC)=O